2,3-dichloro-N-(2-chlorobenzyl)maleimide ClC=1C(=O)N(C(C1Cl)=O)CC1=C(C=CC=C1)Cl